Cl.ClCC=1C(=NC=C(C1)C1=CC(=C(C=C1)F)C(F)F)OC(F)F 3-(Chloromethyl)-2-(difluoromethoxy)-5-[3-(difluoromethyl)-4-fluoro-phenyl]pyridine hydrochloride Salt